NC1=C(NC2=CC(=C(C(=O)NC3(C(C3([2H])[2H])([2H])[2H])[2H])C(=C2)OC([2H])([2H])[2H])OC(F)F)C=CC(=C1)C=1C=NN(C1)C 4-[2-amino-4-(1-methylpyrazol-4-yl)anilino]-2-(difluoromethoxy)-N-(1,2,2,3,3-pentadeuteriocyclopropyl)-6-(trideuteriomethoxy)benzamide